(R)-3-(2-cyanopropan-2-yl)-N-(4-methyl-3-(4-(4-((tetrahydrofuran-3-yl)oxy)pyridin-3-yl)-1H-pyrazol-1-yl)phenyl)benzamide C(#N)C(C)(C)C=1C=C(C(=O)NC2=CC(=C(C=C2)C)N2N=CC(=C2)C=2C=NC=CC2O[C@H]2COCC2)C=CC1